OC1=C(C(=O)OC)C(=CC(=C1)C)O[C@@H](C(F)(F)F)C Methyl (R)-2-hydroxy-4-methyl-6-((1,1,1-trifluoropropan-2-yl)oxy)benzoate